OCCCC1=CC=C(C=C1)B(O)O 4-(3-hydroxypropyl)phenylboronic acid